NC=1C2=C(N=CN1)N(C=C2)[C@@H]2O[C@@H]([C@H]([C@H]2O)O)[C@@H]2OCCC1=CC(=CC=C21)Cl.[Ar].[Ti] titanium argon (2R,3R,4S,5S)-2-(4-amino-7H-pyrrolo[2,3-d]pyrimidin-7-yl)-5-((R)-6-chloroisochroman-1-yl)tetrahydrofuran-3,4-diol